2-[5-(5-chloro-2-methoxypyridin-4-yl)-1H-pyrazole-3-carbonyl]-N-[(3-chlorophenyl)methyl]-2-azabicyclo[3.1.0]hexane-5-carboxamide ClC=1C(=CC(=NC1)OC)C1=CC(=NN1)C(=O)N1C2CC2(CC1)C(=O)NCC1=CC(=CC=C1)Cl